3,3'-(diisopropylsilanediyl)bis(N,N-dimethylaniline) C(C)(C)[Si](C=1C=C(N(C)C)C=CC1)(C=1C=C(N(C)C)C=CC1)C(C)C